(R)-8-(6-(1H-Pyrazol-4-yl)benzo[d]thiazol-2-yl)-9-oxooctahydro-2H-pyrazino[1,2-a]pyrazin N1N=CC(=C1)C1=CC2=C(N=C(S2)N2C([C@@H]3N(CCNC3)CC2)=O)C=C1